(Z)-N-(5-((3-cyanobenzyl)thio)-4H-1,2,4-triazol-3-yl)-5-((2-oxoindolin-3-ylidene)methyl)-1H-pyrrole-2-carboxamide C(#N)C=1C=C(CSC=2NC(=NN2)NC(=O)C=2NC(=CC2)\C=C\2/C(NC3=CC=CC=C23)=O)C=CC1